C(C)(C)(C)OC(=O)NC=1SC=C(N1)/C(/C(N[C@@H]1C(NOC1)=O)=O)=N/OC1(CCC1)C(=O)[O-] ([(Z)-(1-{2-[(tert-butoxycarbonyl)amino]-1,3-thiazol-4-yl}-2-oxo-2-{[(4S)-3-oxo-1,2-oxazolidin-4-yl]amino}ethylidene)amino]oxy)cyclobutane-1-carboxylate